BrC1=C(C=C(C=C1)SCC)OC 1-bromo-4-ethylthio-2-methoxybenzene